COC=1C2=C(N=C(N1)OC[C@H]1N(CCC1)C)CN(CC2)C2=CC=CC1=CC=CC(=C21)C (S)-4-methoxy-7-(8-methylnaphthalen-1-yl)-2-((1-methylpyrrolidin-2-yl)methoxy)-5,6,7,8-tetrahydropyrido[3,4-d]pyrimidine